C1(=CC=CC=2SC3=C(C21)C=CC=C3)C3=C(C=CC=C3)C3=C(C=CC=C3)C3=CC=CC=C3 (dibenzothiophenylphenyl)(biphenyl)